S(=O)(=O)([O-])[O-].C(CC)[N+](C)(C)C.C(CC)[N+](C)(C)C propyltrimethylammonium sulfate